COC(=O)C1=NN(C=C1CC1=C(C=CC=C1)Br)C 4-[(2-bromophenyl)methyl]-1-methyl-pyrazole-3-carboxylic acid methyl ester